(Z)-4-amino-5-methoxypent-3-en-2-one N\C(=C/C(C)=O)\COC